dicyclopentadienyl-bis(2,6-dimethylphenyl)phenol C1(C=CC=C1)C=1C(=C(C(=C(C1)O)C1=C(C=CC=C1C)C)C1=C(C=CC=C1C)C)C1C=CC=C1